FC=1C=C2CC[C@@H](OC2=CC1)C(=O)O (R)-6-fluoro-chroman-2-carboxylic acid